Peroxyphosphoric acid P(O)(O)(=O)OO